N1(CC1)CCC(=O)O.N1(CC1)CCC(=O)O.N1(CC1)CCC(=O)O.C(O)C(CC)(CO)CO trimethylolpropane tris[β-(N-aziridinyl) propionate]